ClC1=C(C=2N=C(N=C(C2C=N1)N1C[C@H]2CC[C@@H](C1)N2C(=O)OC(C)(C)C)OC([2H])([2H])C21CCCN1CCC2)F tert-butyl (1R,5S)-3-(7-chloro-8-fluoro-2-((tetrahydro-1H-pyrrolizin-7a(5H)-yl) methoxy-d2) pyrido[4,3-d]pyrimidin-4-yl)-3,8-diazabicyclo[3.2.1]octane-8-carboxylate